(tert-butyl 3-(5-bromothiophen-2-yl) prop-2-yn-1-yl) carbamate C(N)(OC(C#CC=1SC(=CC1)Br)C(C)(C)C)=O